CN1C(=O)N(C=2N=CN(C2C1=O)CCC)CCC 1-methyl-3,7-dipropylxanthine